N-((3-fluoropyridin-2-yl)methyl)-2-(2-((2-(5-(5,6,7,8-tetrahydronaphthalen-2-yl)-1H-benzo[d]imidazol-2-yl)ethyl)amino)ethyl)oxazole-4-carboxamide FC=1C(=NC=CC1)CNC(=O)C=1N=C(OC1)CCNCCC1=NC2=C(N1)C=CC(=C2)C2=CC=1CCCCC1C=C2